C(C(C)C)C=1C=CC(=C(C1)N1CCN(CC1)CC=1C(N(C2=CC=CC=C2N1)C)=O)C=1N=NNN1 3-[[4-[5-isobutyl-2-(2H-tetrazol-5-yl)-phenyl]piperazin-1-yl]methyl]-1-methyl-quinoxalin-2-one